(4-(benzo[d]oxazol-2-yl)phenyl)-3-cyclopentylpropan-1-one O1C(=NC2=C1C=CC=C2)C2=CC=C(C=C2)C(CCC2CCCC2)=O